C(C)(C)C1=CC=C(C=C1)N(C=1C=C2C=3C=CC=CC3C(=CC2=C2C=CC=CC12)N(C1=CC=C(C=C1)C)C1=CC=C(C=C1)C(C)C)C1=CC=C(C=C1)C N,N'-bis(4-isopropylphenyl)-N,N'-di(p-tolyl)chrysene-6,12-diamine